3-((6-(1H-pyrazol-4-yl)quinazolin-2-yl)amino)-N-methylbenzamide N1N=CC(=C1)C=1C=C2C=NC(=NC2=CC1)NC=1C=C(C(=O)NC)C=CC1